BrC=1C=C(C(=NC1C(C)(C)C)Cl)C(=O)NS(=O)(=O)C1=CC=CC(=N1)NC(CC[C@H]1CC(N(C1)C(=O)OC(C)(C)C)(C)C)C1=NC=CC(=C1)C(C)(C)C tert-Butyl (4S)-4-[3-[[6-[(5-bromo-6-tert-butyl-2-chloro-pyridine-3-carbonyl)sulfamoyl]-2-pyridyl]amino]-3-(4-tert-butyl-2-pyridyl)propyl]-2,2-dimethyl-pyrrolidine-1-carboxylate